1-benzyl-5-benzyloxy-piperidin-2-one C(C1=CC=CC=C1)N1C(CCC(C1)OCC1=CC=CC=C1)=O